C(CCC)NC=[NH2+] (butylamino)methaniminium